C1(=CC=CC=C1)P(=O)(CC(=O)C1=CC=CC=C1)C1=CC=CC=C1 2-(diphenylphosphinyl)-1-phenylethan-1-one